C(C1=CC=CC=C1)OC=1C(=NC=C(C1)Br)OCCCN(C)C 3-((3-(Benzyloxy)-5-bromopyridin-2-yl)oxy)-N,N-dimethylpropan-1-amine